C(C)(C)(C)OC(=O)N1CC2C(C2C1)C(=O)O (exo)-3-[(tert-butyloxy)carbonyl]-3-azabicyclo[3.1.0]Hexane-6-carboxylic acid